3-[(tert-butoxycarbonyl)amino]-2-(pyridin-3-yl)propionic acid C(C)(C)(C)OC(=O)NCC(C(=O)O)C=1C=NC=CC1